9-(trifluoromethyl)-4,5-dihydroindolo[1,2,3-cd]perimidin-5-ol FC(C1=CC2=C(C=C1)N1C(NC=3C=CC=C4C=CC2=C1C34)O)(F)F